2-(5-chloropyridin-2-yl)-2,10-dimethyl-7,8,9,10-tetrahydro-2H-pyrano[3,2-H]isoquinoline ClC=1C=CC(=NC1)C1(C=CC=2C=CC=3CCNC(C3C2O1)C)C